Cyclohexyl 1-aminocyclobutanecarboxylate hydrochloride Cl.NC1(CCC1)C(=O)OC1CCCCC1